ClC1=CC=C(C=C1)N1C(CC(C1)C1=NC(=NO1)C1=CC(=CC=C1)OC(F)F)=O 1-(4-chlorophenyl)-4-[3-{3-(difluoromethoxy)phenyl}-1,2,4-oxadiazol-5-yl]pyrrolidin-2-one